C(=O)(OC(C)(C)C)N[C@H](CC1=CC(=C(C(=C1)F)F)F)C(=O)O Boc-3,4,5-trifluoro-D-phenylalanine